6H-fluorene C1=CC=CC=2C3=CCC=CC3=CC12